C(CCCCCC)N(C(O)=O)[C@H](C(=O)NCCCCCC)CNC(C1=CC=C(C=C1)C(=O)N1C[C@H]([C@@H](C1)C(N[C@@H]1[C@H](C1)C1=CC=CC=C1)=O)C(N[C@@H]1[C@H](C1)C1=CC=CC=C1)=O)=O.C(C=C)(=O)C=1N=NSC1 acrylyl-thiadiazole heptyl-((S)-3-(4-((3S,4S)-3,4-bis(((1S,2R)-2-phenylcyclopropyl)carbamoyl)pyrrolidine-1-carbonyl)benzamido)-1-(hexylamino)-1-oxopropan-2-yl)carbamate